OC1=CC=C(C=C1)C=1N=C2N(C=CC=C2)C1NC1=CC=C(C(=O)OC)C=C1 methyl 4-((2-(4-hydroxyphenyl)imidazo[1,2-a]pyridin-3-yl)amino)benzoate